5-((4-(Bromomethyl)-6-fluoro-1-(phenylsulfonyl)-1H-indol-5-yl)oxy)-2-fluorobenzonitrile BrCC1=C2C=CN(C2=CC(=C1OC=1C=CC(=C(C#N)C1)F)F)S(=O)(=O)C1=CC=CC=C1